3-([[3-amino-6-(2-hydroxyphenyl)pyridazin-4-yl]oxy]methyl)bicyclo[1.1.1]pentane-1-carbonitrile NC=1N=NC(=CC1OCC12CC(C1)(C2)C#N)C2=C(C=CC=C2)O